(-)-N-(5-(1-amino-1-(3-cyanophenyl)-3-cyclopropylpropyl)-2-fluorophenyl)-1-(3-(aminomethyl)phenyl)-3-(trifluoromethyl)-1H-pyrazole-5-carboxamide NC(CCC1CC1)(C1=CC(=CC=C1)C#N)C=1C=CC(=C(C1)NC(=O)C1=CC(=NN1C1=CC(=CC=C1)CN)C(F)(F)F)F